(7R,8S)-3-(3-(difluoromethyl)-4-fluorophenyl)-7-fluoro-1-((trifluoromethyl)sulfonyl)-5,6,7,8-tetrahydroindolizin-8-ol FC(C=1C=C(C=CC1F)C1=CC(=C2[C@@H]([C@@H](CCN12)F)O)S(=O)(=O)C(F)(F)F)F